(S)-(2-(6-(2-ethyl-5-fluoro-4-hydroxyphenyl)-1H-indazol-3-yl)-5-isopropyl-4,5,6,7-tetrahydro-3H-imidazo[4,5-c]pyridin-6-yl)(4-methyl-1,4-diazepan-1-yl)methanone C(C)C1=C(C=C(C(=C1)O)F)C1=CC=C2C(=NNC2=C1)C1=NC2=C(CN([C@@H](C2)C(=O)N2CCN(CCC2)C)C(C)C)N1